NC=1C2=C(N=CN1)N(C(=C2C2=CC(=C(C=C2)OC2=NC(=CC=C2)C)Cl)C#CC2CN(C2)[C@H]2[C@H](CN(CC2)C(C=C)=O)O)C 1-((3S,4R)-4-(3-((4-amino-5-(3-chloro-4-((6-methylpyridin-2-yl)oxy)phenyl)-7-methyl-7H-pyrrolo[2,3-d]pyrimidin-6-yl)ethynyl)azetidin-1-yl)-3-hydroxypiperidin-1-yl)prop-2-en-1-one